2-amino-N-(3-((4-amino-2-butyl-1-(2-hydroxy-2-methylpropyl)-1H-imidazo[4,5-c]quinolin-7-yl)methyl)phenyl)acetamide TRIS-HCl Cl.Cl.Cl.NCC(=O)NC1=CC(=CC=C1)CC=1C=CC=2C3=C(C(=NC2C1)N)N=C(N3CC(C)(C)O)CCCC